4-(4,4,5,5-tetramethyl-1,3,2-dioxaborolan-2-yl)-1-(2,2,2-trifluoro-1-(4-fluorophenyl)ethyl)-1H-pyrazole CC1(OB(OC1(C)C)C=1C=NN(C1)C(C(F)(F)F)C1=CC=C(C=C1)F)C